5-chloro-N2-[4-[4-[(3R)-3-(dimethylamino)pyrrolidin-1-yl]pyrazol-1-yl]phenyl]-N4-(2-dimethylphosphorylphenyl)pyrimidine-2,4-diamine ClC=1C(=NC(=NC1)NC1=CC=C(C=C1)N1N=CC(=C1)N1C[C@@H](CC1)N(C)C)NC1=C(C=CC=C1)P(=O)(C)C